O1[C@H](COCC1)CN1N=C2C3=C(CC(C2=C1)C(F)(F)F)OC(=C3C)C(=O)O 2-([(2S)-1,4-dioxan-2-yl]methyl)-8-methyl-4-(trifluoromethyl)-4,5-dihydro-2H-furo[2,3-g]indazole-7-carboxylic acid